2,2,7-trifluoro-6-(2,3,4,6-tetrafluoro-5-iodophenyl)-2H-benzo[b][1,4]oxazin-3(4H)-one FC1(C(NC2=C(O1)C=C(C(=C2)C2=C(C(=C(C(=C2F)I)F)F)F)F)=O)F